CC(C)(C)[S@@](=O)N[C@@H](C)C1=NC=C(C=C1)OCC(CCC)C (R)-2-methyl-N-((1S)-1-(5-((2-methylpentyl)oxy)pyridin-2-yl)ethyl)propane-2-sulfinamide